1-(3-chlorobenzyl)cyclobutyl ((2S)-4-methyl-1-oxo-1-((1-oxo-3-(2-oxo-8-oxa-1-azaspiro[4.5]decan-3-yl)propan-2-yl)amino)pentan-2-yl)carbamate CC(C[C@@H](C(NC(C=O)CC1C(NC2(C1)CCOCC2)=O)=O)NC(OC2(CCC2)CC2=CC(=CC=C2)Cl)=O)C